ClC1=CC=C2C=CC(=CC2=C1NCC(=C)C#N)C1=CC=CC(=N1)C(=O)NCCN1CCOCC1 6-{7-chloro-8-[(2-cyano-2-methylideneethyl)amino]naphthalen-2-yl}-N-[2-(morpholin-4-yl)ethyl]pyridine-2-carboxamide